2-(difluoromethoxy)-4-fluoro-5-(4,4,5,5-tetramethyl-1,3,2-dioxaborolan-2-yl)pyrazolo[1,5-a]pyridine FC(OC1=NN2C(C(=C(C=C2)B2OC(C(O2)(C)C)(C)C)F)=C1)F